FC=1C=C(C=CC1)[C@H](CNC(C)(C)C1CCC(CC1)C(=O)O)O (1S,4s)-4-(2-(((R)-2-(3-Fluorophenyl)-2-hydroxyethyl)amino)propan-2-yl)-cyclohexane-1-carboxylic acid